sodium methyl benzoate potassium methylbenzoate COC(C1=CC=CC=C1)=O.[K].C(C1=CC=CC=C1)(=O)OC.[Na]